((2-chlorobenzyl)thio)-1,3,4-thiadiazole-2-amine ClC1=C(CSC2=NN=C(S2)N)C=CC=C1